C1(=CC=C2C=CC=C3C4=CC=C5C(=C4C1=C23)C=CC=C5)C5=C(C=CC=C5)C5=CC=CC=C5 (benzofluoranthenyl)biphenyl